3-ethoxycarbonyl-2-methyl-4-(2-nitrophenyl)-4,11-dihydro-1H-pyrido[2,3-b][1,5]benzodiazepine C(C)OC(=O)C=1C(C2=C(NC3=C(N=C2)C=CC=C3)NC1C)C1=C(C=CC=C1)[N+](=O)[O-]